OC1(CC(C1)NC(OCC1=CC=CC=C1)=O)CO Benzyl (3-hydroxy-3-(hydroxymethyl)cyclobutyl)carbamate